COC1CN(C1)C=1C=NNC(C1C(F)(F)F)=O (2R,3R)-3-methoxy-1-(6-oxo-5-(trifluoromethyl)-1,6-dihydropyridazin-4-yl)azetidin